5,7-dimethyl-9-ethyl-6-propyl-tridecane ethyl-2-[4-[4-(3-bromo-2-methyl-phenyl)butyl]-1-piperidyl]acetate C(C)OC(CN1CCC(CC1)CCCCC1=C(C(=CC=C1)Br)C)=O.CC(CCCC)C(C(CC(CCCC)CC)C)CCC